ClC=1SC(=CC1C1=NC(=NC=C1)N)Cl 4-(2,5-dichlorothiophen-3-yl)-pyrimidin-2-ylamine